2-(2-pyridylamino)-2-methylpropanenitrile N1=C(C=CC=C1)NC(C#N)(C)C